ClC1=CC(=NC2=CC(=CC=C12)C(=O)O)C1(CC1)F 4-Chloro-2-(1-fluorocyclopropyl)quinoline-7-carboxylic acid